N1=C(C=CC2=CC=CC=C12)C(=O)O.NCCC1=CC(O)=C(O)C=C1 dopamine quinolate